(R)-3-(phenyl)lactate C1(=CC=CC=C1)C[C@H](C(=O)[O-])O